ClC1=CC=C(C=C1)NC(C(C)C1CCC(CC1)C1=CC=NC2=CC=C(C=C12)F)=O N-(4-chlorophenyl)-2-((1s,4s)-4-(6-fluoroquinolin-4-yl)cyclohexyl)propionamide